(1R,2R)-N-(8-amino-6-(4-methylpyridin-3-yl)-2,7-naphthyridin-3-yl)-2-methylCyclobutanecarboxamide NC=1N=C(C=C2C=C(N=CC12)NC(=O)[C@H]1[C@@H](CC1)C)C=1C=NC=CC1C